2-(2-((6-bromopyridin-2-yl)oxy)ethoxy)propan-1-ol BrC1=CC=CC(=N1)OCCOC(CO)C